COC([C@H](C(C)C)N(C(=O)N1CC(N(CC1)C(=O)[O-])C)C)=O 4-(((S)-1-methoxy-3-methyl-1-oxobutan-2-yl)(methyl)carbamoyl)-2-methylpiperazine-1-carboxylate